C1(CC1)N1C(=NC2=C1C=C(C=C2)F)C=2C(=NC=NC2)CCC 1-Cyclopropyl-6-fluoro-2-(4-propylpyrimidin-5-yl)-1H-benzo[d]imidazole